O[C@](CN1N=CC(=C1)C#N)(C)[C@H]1CC[C@H]2[C@@H]3CC[C@@H]4[C@@]([C@H]3CC[C@@]21C)(CC[C@@](CC4)(C)O)C 1-((R)-2-hydroxy-2-((1S,3aS,3bR,5aS,8S,10aS,10bS,12aS)-8-hydroxy-8,10a,12a-trimethyloctadecahydrocyclohepta[a]cyclopenta[f]naphthalen-1-yl)propyl)-1H-pyrazole-4-carbonitrile